NC([C@H](CNC(C1=CC=C(C=C1)O[C@@H](CC1CCCCC1)C=1C=C(C=CC1)C1=CC=C(C=C1)C(F)(F)F)=O)O)=O N-((S)-3-Amino-2-hydroxy-3-oxopropyl)-4-((S)-2-cyclohexyl-1-(4'-(trifluoromethyl)-[1,1'-biphenyl]-3-yl)ethoxy)benzamide